OC=1C=C2CCCC2=CC1 5-hydroxy-2,3-dihydro-1H-indene